C1(=CC=CC=C1)C1=CC(=NN1)C1=CC=CC=C1 DIPHENYLDIAZOLE